SC1=NN=NN1CS(=O)(=O)O.[Na] sodium 5-mercapto-1-sulfomethyl-tetrazole